C(C)(C)(C)OC([C@H](C(C)C1=C(C(=CC=C1F)C)C)NS(=O)(=O)C1=C(C(=O)OC)C=C(C=C1F)Cl)=O methyl 2-(N-((2S)-1-(tert-butoxy)-3-(6-fluoro-2,3-dimethylphenyl)-1-oxobutan-2-yl) sulfamoyl)-5-chloro-3-fluorobenzoate